O[C@]1([C@@H]2C([C@H](C[C@H]1O)C2)(C)C)CCCN2C(C1=CC=CC=C1C2=O)=O 2-{3-[(1S,2S,3R,5S)-2,3-dihydroxy-6,6-dimethylbicyclo[3.1.1]heptan-2-yl]propyl}isoindole-1,3-dione